FC1(CC(C1)COC=1C=C(C=C(C1)C(F)F)N1C(N(C=C1C)CC=1C=NN(C1)CC)=O)F 3-{3-[(3,3-difluorocyclobutyl)methoxy]-5-(difluoromethyl)phenyl}-1-[(1-ethyl-1H-pyrazol-4-yl)methyl]-4-methyl-1,3-dihydro-2H-imidazol-2-one